diamino-4,4'-diphenoxybenzophenone NC=1C(=C(C(=O)C2=CC=C(C=C2)OC2=CC=CC=C2)C=CC1OC1=CC=CC=C1)N